(2S)-3-(5-bromothiophen-2-yl)-2-(9H-fluoren-9-yl-methoxycarbonyl-amino)propanoic acid BrC1=CC=C(S1)C[C@@H](C(=O)O)N(C(=O)OC)C1C2=CC=CC=C2C=2C=CC=CC12